tert-butyl-((6-fluoro-3-((4-methoxybenzyl)thio)naphthalen-1-yl)oxy)dimethylsilane C(C)(C)(C)[Si](C)(C)OC1=CC(=CC2=CC(=CC=C12)F)SCC1=CC=C(C=C1)OC